S1NC=CC=C1 1,2-thiazine